chloro-8-((2S,2S)-2-(5-(trifluoromethyl)pyrimidin-2-yl)cyclopropyl)imidazo[1,2-b]pyridazine ClC=1N=C2N(N=CC=C2C2[C@H](C2)C2=NC=C(C=N2)C(F)(F)F)C1